BrCC(=O)NC1=C(C2=C(S1)CC(C2)C(=O)OC)C(C2=CC(=CC(=C2)F)F)=O methyl 2-(2-bromoacetamido)-3-(3,5-difluorobenzoyl)-4h,5h,6h-cyclopenta[b]thiophene-5-carboxylate